4,6-dichloro-5-fluoronicotinyl chloride ClC1=C(C(=NC=C1CCl)Cl)F